OC(C)(C)C=1C(=C(SC1)S(=O)(=O)N)C 4-(2-hydroxypropan-2-yl)-3-methylthiophene-2-sulfonamide